2-(azetidin-1-yl)-4-[[5-(4-hydroxy-1-piperidyl)-2-pyridyl]amino]-6H-1,6-naphthyridin-5-one N1(CCC1)C1=NC=2C=CNC(C2C(=C1)NC1=NC=C(C=C1)N1CCC(CC1)O)=O